C(#N)C1=C(C=C(C=N1)N1C(N(C(C1=O)(C)C)CCC(=O)O)=S)SC 3-[3-(6-cyano-5-methylthiopyridin-3-yl)-5,5-dimethyl-4-oxo-2-thioxo-imidazolidin-1-yl]propanoic acid